C(C)(C)(C)OC(=O)N1C(CC2(CC2)C1)C(=O)OC methyl 6-[(tert-butyl) oxycarbonyl]-6-azaspiro[2.4]heptane-5-carboxylate